Cl.CNCCC1C2=C(OCCC1)C=CS2 Methyl(2-{5H,6H,7H,8H-thieno[3,2-b]oxepin-8-yl}ethyl)amine hydrochloride